CN(CC)CCOCC(=O)NCCCCCC 2-[2-(N-methyl-N-ethyl-amino)ethoxy]-N-hexyl-acetamide